NC1=C(C(=O)NCCN2[C@H](CCC[C@H]2C)C)C=CC(=N1)C amino-N-(2-((2S,6R)-2,6-dimethylpiperidin-1-yl)ethyl)-6-methylnicotinamide